2-((4-((3-((2-Chloro-4-methylphenoxy)methyl)phenyl)fluoromethyl)piperidin-1-yl)methyl)-1-((1-ethyl-1H-imidazol-5-yl)methyl)-1H-benzo[d]imidazole-6-carboxylic acid ClC1=C(OCC=2C=C(C=CC2)C(C2CCN(CC2)CC2=NC3=C(N2CC2=CN=CN2CC)C=C(C=C3)C(=O)O)F)C=CC(=C1)C